COC1=CC=CC=2NC(N(C21)C2CCCCC2)=O methoxy-3-cyclohexylbenzoimidazol-2-one